FC=1C=C(C=C(C1)F)CC(=O)NN1C(C2=CC=CC=C2C(=N1)C1=CC=C(C=C1)F)=O 2-(3,5-difluorophenyl)-N-[4-(4-fluorophenyl)-1-oxophthalazin-2(1H)-yl]acetamide